ethyl 2-(diethylamino)-4-amino-2-chlorobenzoate C(C)N(C1(C(C(=O)OCC)C=CC(=C1)N)Cl)CC